CN(S(=O)(=O)C1=C(C=CC=C1)NC=1C2=C(N=C(N1)NC1=CC=C(C=C1)N1CCN(CC1)C)NC=C2)C N,N-dimethyl-2-((2-((4-(4-methylpiperazin-1-yl)phenyl)amino)-7H-pyrrolo[2,3-d]pyrimidin-4-yl)amino)benzenesulfonamide